6-((3s,4r)-3-aminotetrahydro-2H-pyran-4-yl)-2-chloro-N-(furan-2-ylmethyl)-7-vinylthieno[3,2-d]pyrimidine-4-amine formate salt C(=O)O.N[C@@H]1COCC[C@H]1C1=C(C=2N=C(N=C(C2S1)NCC=1OC=CC1)Cl)C=C